CN1C2=C(OC[C@@H](C1=O)NC(=O)C1=NC=CC(=C1)OC1=CC=CC=C1)C=CC(=C2)C#CCN2CCCC2 (S)-N-(5-methyl-4-oxo-7-(3-(pyrrolidin-1-yl)prop-1-yn-1-yl)-2,3,4,5-tetrahydrobenzo[b][1,4]oxazepin-3-yl)-4-phenoxypyridineamide